1-bromo-3-chloro-2-iodo-benzene BrC1=C(C(=CC=C1)Cl)I